N,N-dimethyl-(hexadecyl)amine CN(C)CCCCCCCCCCCCCCCC